5-((S)-2-((S)-4-methyl-2-(2-methylbenzamido)pentanamido)-3-oxopropyl)-1H-imidazol-1-ium CC(C[C@@H](C(=O)N[C@@H](CC1=CN=C[NH2+]1)C=O)NC(C1=C(C=CC=C1)C)=O)C